di(propyl)methyl-(propoxy)silane C(CC)[Si](OCCC)(C)CCC